2-[3-bromo-5-(1-bromoethyl)-1,2,4-triazol-1-yl]pyrimidine BrC1=NN(C(=N1)C(C)Br)C1=NC=CC=N1